P(=O)(OC)(OC1=C(C=CC=C1)Cl)OC[C@@H](COCCCCCCCCCCCCCCCCCC)OCC=1C=NC(=CC1)C#N methyl (2-chlorophenyl) ((R)-2-((6-cyanopyridin-3-yl)methoxy)-3-(octadecyloxy)propyl) phosphate